1-((R)-1-(1H-Pyrrolo[2,3-b]pyridin-4-yl)ethyl)-N3-methyl-N5-((1S,2S)-2-methylcyclopropyl)-1H-pyrazole-3,5-dicarboxamide N1C=CC=2C1=NC=CC2[C@@H](C)N2N=C(C=C2C(=O)N[C@@H]2[C@H](C2)C)C(=O)NC